2-methylphenylhydrazine hydrochloride Cl.CC1=C(C=CC=C1)NN